N-methacryloylbenzamide C(C(=C)C)(=O)NC(C1=CC=CC=C1)=O